(3S,4R)-3-fluoro-1-(4-((5-isopropyl-8-morpholino-2,7-naphthyridin-3-yl)amino)pyrimidin-2-yl)-3-methylpiperidin-4-ol F[C@]1(CN(CC[C@H]1O)C1=NC=CC(=N1)NC=1N=CC2=C(N=CC(=C2C1)C(C)C)N1CCOCC1)C